N-(3-bromo-2-fluoro-phenyl)-3-chloro-4-methoxy-N-methoxymethyl-benzenesulfonamide BrC=1C(=C(C=CC1)N(S(=O)(=O)C1=CC(=C(C=C1)OC)Cl)COC)F